C1(CC1)[C@H]([C@@H](C(=O)OC)C)C1=CC=C2CC[C@@H](NC2=C1)C1CCNCC1 |o1:16| (2S,3R)-methyl 3-cyclopropyl-2-methyl-3-((R or S)-2-(piperidin-4-yl)-1,2,3,4-tetrahydroquinolin-7-yl)propanoate